(1R,2S)-N-((S)-2-(dimethylamino)-3-(3-fluoro-4-hydroxyphenyl)-propyl)-2-methyl-2-phenylcyclopropane-1-carboxamide CN([C@H](CNC(=O)[C@H]1[C@](C1)(C1=CC=CC=C1)C)CC1=CC(=C(C=C1)O)F)C